O[C@H](CC(=O)O)CC1=C(C=C(C(=C1)F)F)F (S)-3-hydroxy-4-(2,4,5-trifluorophenyl)butyric acid